1-(4-vinylbenzyl)-3,3'-iminobis(5-ethyl-1H-1,2,4-triazole) C(=C)C1=CC=C(CN2N=C(N=C2CC)NC2=NNC(=N2)CC)C=C1